C(C)(C)(C)OC(=O)N1CC(C1)(F)COC=1C=C(C(=O)O)C=C(C1)C=1SC(=CN1)C 3-{[1-(tert-butoxycarbonyl)-3-fluoroazetidin-3-yl]methoxy}-5-(5-methyl-1,3-thiazol-2-yl)benzoic acid